lysine sodium salt [Na+].N[C@@H](CCCCN)C(=O)[O-]